C(C)[C@@H]1N(C[C@H](N(C1)C(C)C=1C=C2N=CC=NC2=CC1)CC)C=1C=2C(N(C(C1)=O)C([2H])([2H])[2H])=CN(N2)CC#N 2-(7-((2S,5R)-2,5-diethyl-4-(1-(quinoxalin-6-yl)ethyl)piperazin-1-yl)-4-(methyl-d3)-5-oxo-4,5-dihydro-2H-pyrazolo[4,3-b]pyridin-2-yl)acetonitrile